CC1(C(N(CCC1)O)(C)C)C tetramethyl-piperidol